C(\C=C/C(=O)O)(=O)O.C(C1=CC=CC=C1)OC1=CC2=C(N(C3=C(CC2)C=CC(=C3)Cl)CCCCNC/C=C/C(=O)OCC)C=C1 Ethyl (E)-4-[4-(2-benzyloxy-7-chloro-10,11-dihydro-dibenzo[b,f]azepin-5-yl)-butylamino]-but-2-enoate maleate